C12OCC(CC1)(CC2)CC2=C(COC(=O)N[C@@H]([C@H](O)C)C(=O)N1CCC(CC1)C=1C=CC(=C(C(=O)OC)C1)C(F)(F)F)C=CC(=C2)[N+](=O)[O-] methyl 5-(1-(o-((2-oxabicyclo[2.2.2]octan-4-yl)methyl)-N-(((4-nitrobenzyl)oxy)carbonyl)-L-threonyl) piperidin-4-yl)-2-(trifluoromethyl)benzoate